FC(C=1C=C(C(=C(C#N)C1)C)OC1=C(N=CN(C1=O)CC=1C(NC(=CC1)C(C)(C)O)=O)C(C(F)F)(F)F)F 5-(difluoromethyl)-3-((1-((6-(2-hydroxypropan-2-yl)-2-oxo-1,2-dihydropyridin-3-yl)methyl)6-oxo-4-(1,1,2,2-tetrafluoroethyl)-1,6-dihydropyrimidin-5-yl)oxy)-2-methylbenzonitrile